CC=1C=C(C=C2CN(C(C12)=O)C1C(NC(CC1)=O)=O)S(=O)(=O)C 3-(7-methyl-5-(methylsulfonyl)-1-oxoisoindolin-2-yl)piperidine-2,6-dione